9-chloro-7-(5-fluoro-1H-indol-1-yl)-4-((2-(oxazol-2-yl)pyrimidin-5-yl)methyl)-2,3,4,5-tetrahydrobenzo[f][1,4]oxazepine ClC1=CC(=CC=2CN(CCOC21)CC=2C=NC(=NC2)C=2OC=CN2)N2C=CC1=CC(=CC=C21)F